bis-(4-phenyl-2,1,3-triazol-2-yl) stilbene-2,2'-disulfonate C=1(C(=CC=CC1)S(=O)(=O)ON1N=CC(=N1)C1=CC=CC=C1)C=CC=1C(=CC=CC1)S(=O)(=O)ON1N=CC(=N1)C1=CC=CC=C1